S(=O)(=O)(O)C(C(=O)OCCCCCCCCCCCCC)CC(=O)OCCCCCCCCCCCCC.[Na] sodium bis(tridecyl) sulfosuccinate